4-hydrazinobenzonitrile hydrochloride salt Cl.N(N)C1=CC=C(C#N)C=C1